NC(CCC1CC1)(C1=NC=CC=C1)C=1C=CC(=C(C1)NC(=O)[C@@H]1N(C[C@](C1)(C1=CC=CC=C1)OC)C(=O)NC1=CC=C(C=C1)Cl)F (2r,4s)-N2-(5-((+)-1-amino-3-cyclopropyl-1-(pyridin-2-yl)propyl)-2-fluorophenyl)-N1-(4-chlorophenyl)-4-methoxy-4-phenylpyrrolidine-1,2-dicarboxamide